[N+](=O)([O-])C1=CC=C(C=C1)NC([C@@H](NC(C)=O)CC1=CC=CC=C1)=O N-acetyl-L-phenylalanine p-nitrophenyl amide